5-bromo-2-ethylaniline BrC=1C=CC(=C(N)C1)CC